(1R,2R)-N-(8-Amino-6-(1-methyl-1H-pyrazol-4-yl)cinnolin-3-yl)-2-cyanocyclopropanecarboxamide NC=1C=C(C=C2C=C(N=NC12)NC(=O)[C@H]1[C@@H](C1)C#N)C=1C=NN(C1)C